CN1N=C(C=C1C1CCC(CC1)N1C[C@@]2(CCS(C2)(=O)=O)CC1)C(F)(F)F (S)-7-((1r,4S)-4-(1-methyl-3-(trifluoromethyl)-1H-pyrazol-5-yl)cyclohexyl)-2-thia-7-azaspiro[4.4]nonane 2,2-dioxide